C(C)N1C(N=C(C2=C(C=CC=C12)F)N1CCCC2=C(C=CC=C12)C#CC1(CC1)C(F)(F)F)=O 1-ethyl-5-fluoro-4-[5-[2-[1-(trifluoromethyl)cyclopropyl]ethynyl]-3,4-dihydro-2H-quinolin-1-yl]quinazolin-2-one